C1(=CC=CC=C1)C=1C=CC2=C(NC(NC2=O)=O)N1 7-phenyl-1H,3H-pyrido[2,3-d]pyrimidine-2,4-dione